O1CCN(CC1)C=1N=C(C2=C(N1)N(CC2)C=2C=C(C#N)C=CC2)OCC=2C=NC=CC2 3-(2-morpholino-4-(pyridin-3-ylmethoxy)-5H-pyrrolo[2,3-d]pyrimidin-7(6H)-yl)benzonitrile